L-tyrosine-15N [15NH2][C@@H](CC1=CC=C(C=C1)O)C(=O)O